COC1=NC=CC(=C1)C1(CCC1)OCC(=O)N1CC2CCC(C1)N2C2=NC=C(C#N)C=C2 6-(3-(2-(1-(2-methoxypyridin-4-yl)cyclobutoxy)acetyl)-3,8-diazabicyclo[3.2.1]octan-8-yl)nicotinonitrile